N-(2-(ethylsulfanyl)-3-fluoro-4-(6-fluoro-3,4-dihydroisoquinolin-2(1H)-yl)-6-methylphenyl)-3,3-dimethylbutyramide C(C)SC1=C(C(=CC(=C1F)N1CC2=CC=C(C=C2CC1)F)C)NC(CC(C)(C)C)=O